NC1=NC=NN2C1=CC=C2[C@H]2[C@]([C@@H]([C@H](O2)COC(C(C)C)=O)O)(C)F.N(=C=O)CCCC(CCCCN=C=O)CN=C=O 1,8-diisocyanato-4-isocyanatomethyl-octane ((2R,3R,4R,5S)-5-(4-aminopyrrolo[2,1-f][1,2,4]triazin-7-yl)-4-fluoro-3-hydroxy-4-methyltetrahydrofuran-2-yl)methyl-isobutyrate